(R)-N-(6-cyano-7-(6-((R)-1-hydroxypropyl)-4-methylpyridin-3-yl)isoquinolin-3-yl)-2,2-difluorocyclopropane-1-carboxamide C(#N)C=1C=C2C=C(N=CC2=CC1C=1C=NC(=CC1C)[C@@H](CC)O)NC(=O)[C@@H]1C(C1)(F)F